Cyclopentanecarboxylic acid ((2S,3R,4R)-4-(3,4-dimethoxybenzyl)-2-(4-fluorophenyl)-tetrahydrofuran-3-yl)methyl ester COC=1C=C(C[C@@H]2[C@@H]([C@H](OC2)C2=CC=C(C=C2)F)COC(=O)C2CCCC2)C=CC1OC